CC12CCCC2(C1)C 1,5-dimethyl-bicyclo[3.1.0]hexane